2-(4-methylphenyl)-3,3-bis(4-cyanophenylbenzyl)benzamide CC1=CC=C(C=C1)C1C(C(=O)N)=CC=CC1(C(C1=CC=CC=C1)C1=CC=C(C=C1)C#N)C(C1=CC=CC=C1)C1=CC=C(C=C1)C#N